FC=1C=C(C=CC1C1=NOC(=N1)C(F)(F)F)COC=1N(C=2C(=NC=CC2)N1)C 2-({3-fluoro-4-[5-(trifluoromethyl)-1,2,4-oxadiazol-3-yl]phenyl}methoxy)-1-methyl-1H-imidazo[4,5-b]pyridine